N-((1S,2R)-2-((4-cyclopropyl-2-(3-methylmorpholine-4-carbonyl)-6-nitrophenyl)amino)cyclohexyl)-2-oxo-1,2-dihydroquinoline-4-carboxamide C1(CC1)C1=CC(=C(C(=C1)[N+](=O)[O-])N[C@H]1[C@H](CCCC1)NC(=O)C1=CC(NC2=CC=CC=C12)=O)C(=O)N1C(COCC1)C